N(C(=N)N)CCC[C@@H](C(N)=O)NC(=O)[C@H]1N(CC2(OCCO2)C1)C(CNC(C1=CC=C(C=C1)OC1=CC=CC=C1)=O)=O N-{2-[(8S)-8-{[(1S)-4-Carbamimidamido-1-carbamoylbutyl]carbamoyl}-1,4-dioxa-7-azaspiro[4.4]nonan-7-yl]-2-oxoethyl}-4-phenoxybenzamide